C1=C(C(=CC2=CC3=CC=CC=C3C=C12)C(=O)O)C(=O)NN anthracene-2,3-dicarboxylic hydrazide